((2R,3S,5R)-5-(6-amino-2-fluoro-9H-purin-9-yl)-2-ethynyl-3-(((hexyloxy)carbonyl)oxy)tetrahydro-furan-2-yl)methyl heptanoate C(CCCCCC)(=O)OC[C@]1(O[C@H](C[C@@H]1OC(=O)OCCCCCC)N1C2=NC(=NC(=C2N=C1)N)F)C#C